5'-aminouridine NC([C@@H]1[C@H]([C@H]([C@@H](O1)N1C(=O)NC(=O)C=C1)O)O)O